ethyl 3,3-bis(tert-amyl peroxy)butyrate C(C)(C)(CC)OOC(CC(=O)OCC)(C)OOC(C)(C)CC